[C@H]12CN(C[C@H](CC1)N2)C2=NC(=NC1=C(C(=CC=C21)C2=CC(=CC1=CC=CC=C21)O)F)OCC2CCC2 4-(4-((1R,5S)-3,8-diazabicyclo[3.2.1]octan-3-yl)-2-(cyclobutylmethoxy)-8-fluoroquinazolin-7-yl)naphthalen-2-ol